ClC=1C(=C(C(=CC1)F)C=1C(N(N=C(C1O)C)C)=O)CCC1=CC=C(C=C1)C=1OC=CN1 4-[3-chloro-6-fluoro-2-[2-(4-oxazol-2-ylphenyl)ethyl]phenyl]-5-hydroxy-2,6-dimethyl-pyridazin-3-one